FC(C=1C=CC=2N(N1)C(=CN2)C2=CC(=NC=N2)N2CC(N(CC2)C)CC(=O)N)F 2-(4-(6-(6-(Difluoromethyl)imidazo[1,2-b]pyridazin-3-yl)pyrimidin-4-yl)-1-methylpiperazin-2-yl)acetamide